ClC=1C=C(C=C2C(=NC=NC12)NC(C)C1=NC=CN=C1C1=NSC=N1)S(=O)(=O)C(F)(F)F 8-chloro-N-[1-[3-(1,2,4-thiadiazol-3-yl)pyrazin-2-yl]ethyl]-6-(trifluoromethylsulfonyl)quinazolin-4-amine